2-[[7-Acetamido-2,2-dimethyl-6-[4-[(E)-3-phenylprop-2-enoyl]phenoxy]-4,4a,6,7,8,8a-hexahydropyrano[3,2-d][1,3]dioxin-8-yl]oxy]acetic acid C(C)(=O)NC1C(C2OC(OCC2OC1OC1=CC=C(C=C1)C(\C=C\C1=CC=CC=C1)=O)(C)C)OCC(=O)O